C[C@H]1N(CCOC1)C=1C=C2C3=C(N(N=C3CCN(C2C)C([2H])([2H])[2H])C2=NNC=C2)N1 (3R)-3-methyl-4-(6-methyl-7-(methyl-d3)-2-(1H-pyrazol-3-yl)-6,7,8,9-tetrahydro-2H-1,2,3,7-tetraazabenzo[cd]azulen-4-yl)morpholine